C1(CCCCC1)NC(O)=O N-Cyclohexylcarbamic acid